2,4-dichlorodiazobenzene tetrafluoroborate F[B-](F)(F)F.ClC1C(C=CC(=C1)Cl)=[N+]=[N-]